CC(O)(O[C@@H](C)CNC(=O)C1=C(N(C2=NC=CC=C21)C)NC2=C(C=C(C=C2)I)F)C (S)-N-((2,2-dimethyl-1,3-dioxapent-4-yl)methyl)-2-((2-fluoro-4-iodophenyl)amino)-1-methyl-1H-pyrrolo[2,3-b]pyridine-3-carboxamide